4-(((6-(Ethylamino)-1-methyl-1H-pyrazolo[3,4-b]pyridin-4-yl)amino)methyl)-3-fluorobenzenesulfonamide C(C)NC1=CC(=C2C(=N1)N(N=C2)C)NCC2=C(C=C(C=C2)S(=O)(=O)N)F